C(C)N(CC)CC(=C)C=C 2-(N,N-diethylaminomethyl)-1,3-butadiene